CC1(OC2=C(C1)C=CC=C2OCC(=O)NN=CC2=CC=CC1=CC=CC=C21)C ((2,2-dimethyl-2,3-dihydrobenzofuran-7-yl)oxy)-N'-(naphthalen-1-ylmethylene)acetohydrazide